OCC1=NC=2CN(CCC2C=C1)C(=O)OC(C)(C)C tert-Butyl 2-(hydroxymethyl)-5,6-dihydro-1,7-naphthyridine-7(8H)-carboxylate